NC=1C(=C(C(=O)OC)C=CN1)OC1CCOCC1 methyl 2-amino-3-((tetrahydro-2H-pyran-4-yl)oxy)isonicotinate